(dimethylphenyl)iridium (III) CC=1C(=C(C=CC1)[Ir+2])C